COC(=O)C1=NC(=CC(=N1)C(F)F)C1=CN=CN1C 4-(difluoromethyl)-6-(1-methyl-1H-imidazol-5-yl)pyrimidine-2-carboxylic acid methyl ester